C(=O)O.C1(CC1)NC(C1=C(C=C(C=C1)NC1=NC=C(C(=N1)NC=1C=CC2=C(NC(O2)=O)C1)F)C(F)(F)F)=O N-cyclopropyl-4-(5-fluoro-4-(2-oxo-2,3-dihydrobenzo[d]oxazol-5-ylamino)pyrimidin-2-ylamino)-2-(trifluoromethyl)benzamide formate salt